NCCCCCCCC(=O)OC(C)(C)C tert-Butyl 8-aminooctanoate